2-(3,4-difluorophenyl)-2,2-difluoroacetic acid FC=1C=C(C=CC1F)C(C(=O)O)(F)F